(1S)-1-[1-(difluoromethyl)pyrazol-3-yl]-2-methyl-propan-1-amine FC(N1N=C(C=C1)[C@H](C(C)C)N)F